ClC1=C(C=C(S1)C(=O)OC)NC1=C(C(=CC=C1C)OC)C methyl 5-chloro-4-((3-methoxy-2,6-dimethylphenyl)amino)thiophene-2-carboxylate